C1(CC1)C(=O)N1[C@H]2CN(C[C@@H]1CC2)C2=NC(=NC=C2F)NC2=CN=NC=C2 cyclopropyl-{(1R,5S)-3-[5-fluoro-2-(pyridazin-4-ylamino)pyrimidin-4-yl]-3,8-diazabicyclo[3.2.1]oct-8-yl}methanone